tris[4-(amino (phenyl) methyl) phenyl] phosphate P(=O)(OC1=CC=C(C=C1)C(C1=CC=CC=C1)N)(OC1=CC=C(C=C1)C(C1=CC=CC=C1)N)OC1=CC=C(C=C1)C(C1=CC=CC=C1)N